(4-(3-hydroxyoxetan-3-yl)phenyl)(4-(pyrimidin-2-ylamino)piperidin-1-yl)methanone OC1(COC1)C1=CC=C(C=C1)C(=O)N1CCC(CC1)NC1=NC=CC=N1